(R)-5-(azetidin-3-ylamino)-N-(1-(3-(benzo[b]thiophen-2-yl)phenyl)ethyl)-2-methylbenzamide N1CC(C1)NC=1C=CC(=C(C(=O)N[C@H](C)C2=CC(=CC=C2)C2=CC3=C(S2)C=CC=C3)C1)C